CN1CCN(CC1)C1=CC=C(C=C1)NC=1C(C2=CC=CC=C2C(C1)=O)=O 2-((4-(4-methylpiperazin-1-yl)phenyl)amino)naphthalene-1,4-dione